FS(=O)(=O)[O-].FS(=O)(=O)[O-].[Na+].[Na+] sodium bis(fluorosulfonate)